2-(5-formyl-2-methoxy-2',6'-dimethyl-[1,1'-biphenyl]-3-yl)acetonitrile C(=O)C=1C=C(C(=C(C1)C1=C(C=CC=C1C)C)OC)CC#N